1-(5-(1-(3-(cyanomethyl)-1-(ethylsulfonyl)azetidin-3-yl)-1H-pyrazol-4-yl)-[1,2,4]triazolo[1,5-a]pyridin-2-yl)-3-cyclopropylurea C(#N)CC1(CN(C1)S(=O)(=O)CC)N1N=CC(=C1)C1=CC=CC=2N1N=C(N2)NC(=O)NC2CC2